acryloxydecylmethyldiethoxysilane C(C=C)(=O)OCCCCCCCCCC[Si](OCC)(OCC)C